benzyl benzoate (benzoyl benzoate) C(C1=CC=CC=C1)(=O)C1=C(C(=O)O)C=CC=C1.C(C1=CC=CC=C1)(=O)OCC1=CC=CC=C1